COC([C@H](CC(C)C)N1C(N=C(C(=C1)CC=O)C(C)C)=O)=O.C1(=CC=CC=C1)C1=CC=C(N(C2=CC=C(C=C2)C2=CC=C(C=C2)N(C2=CC=CC=C2)C2=CC=C(C=C2)C2=CC=C(C=C2)C2=CC=CC=C2)C2=CC=C(C=C2)C2=CC=CC=C2)C=C1 4-phenyl-N-(4-phenylphenyl)-N-[4-[4-(N-[4-(4-phenyl-phenyl)phenyl]anilino)phenyl]phenyl]aniline (S)-methyl-2-(4-isopropyl-2-oxo-5-(2-oxoethyl)pyrimidin-1(2H)-yl)-4-methylpentanoate